CC(CCC/C=C\\C/C=C\\C/C=C\\C/C=C\\CCCC(=O)O)O The molecule is a HETE that consists of arachidonic acid bearing a hydroxy substituent at position 19. It derives from an icosa-5,8,11,14-tetraenoic acid and an arachidonic acid. It is a conjugate acid of a 19-HETE(1-).